1-((1r,3r,5s,6r)-3-(6-chloro-1H-indazol-4-yl)-3-hydroxy-bicyclo[3.1.0]hexane-6-yl)-3-ethylurea ClC1=CC(=C2C=NNC2=C1)C1(C[C@H]2C([C@H]2C1)NC(=O)NCC)O